5-((3-(2-(diallylamino)ethyl)-1H-indol-4-yl)oxy)-5-oxopentanoic acid C(C=C)N(CCC1=CNC2=CC=CC(=C12)OC(CCCC(=O)O)=O)CC=C